FC1=C(C(=CC=C1)F)C1OC(=C(C1=O)O)N 2-(2,6-difluorophenyl)-5-amino-4-hydroxy-3(2H)-furanone